methyl-(phenylethynyl)selenane CC1([Se]CCCC1)C#CC1=CC=CC=C1